(+)-3-[[8-benzyloxy-4-(4-fluorophenyl)-3-tetrahydropyran-4-yl-1-isoquinolinyl]oxy]-benzoic acid C(C1=CC=CC=C1)OC=1C=CC=C2C(=C(N=C(C12)OC=1C=C(C(=O)O)C=CC1)C1CCOCC1)C1=CC=C(C=C1)F